(S)-10-((5-chloro-2-((R)-3-fluoro-3-methylpiperidin-1-yl)pyrimidin-4-yl)amino)-2-cyclopropyl-3,3-difluoro-7-methyl-1,2,3,4-tetrahydro-[1,4]oxazepino[2,3-c]quinolin-6(7H)-one ClC=1C(=NC(=NC1)N1C[C@](CCC1)(C)F)NC1=CC=2C3=C(C(N(C2C=C1)C)=O)OCC([C@@H](N3)C3CC3)(F)F